7-bromo-5-chloro-1-isopropyl-4-oxo-1,4-dihydroquinoline-2-carboxylic acid BrC1=CC(=C2C(C=C(N(C2=C1)C(C)C)C(=O)O)=O)Cl